FC=1C(=NC(=NC1)NC1=CC(=CC=C1)OCCCN1CCOCC1)NC=1C=C(C=CC1)NC(C=C)=O N-(3-(5-fluoro-2-(3-(3-morpholinopropoxy)phenylamino)pyrimidin-4-ylamino)phenyl)acrylamide